(S)-3-(((S)-1-(tert-butoxy)-3-methyl-1-oxobutan-2-yl)(methyl)carbamoyl)pyrrolidine-1-carboxylic acid tert-butyl ester C(C)(C)(C)OC(=O)N1C[C@H](CC1)C(N(C)[C@H](C(=O)OC(C)(C)C)C(C)C)=O